C(C)(C)(C)C1=C(C=2NC3=CC=C(C=C3C2C=C1)C1=NC(=CC(=N1)C1=CC=CC=C1)C1=CC=CC=C1)C1=CC(=CC(=C1)N1C2=CC=C(C=C2C=2C=C(C=CC12)C(C)(C)C)C(C)(C)C)C(C)(C)C tert-butyl-1-(3-(tert-butyl)-5-(3,6-di-tert-butyl-9H-carbazol-9-yl)phenyl)-6-(4,6-diphenylpyrimidin-2-yl)-9H-carbazole